C(C)(CCCC)O sec-Hexanol